COC=1C=C(C(=O)NN2CC(C2)N2CCNCC2)C=CC1 3-methoxy-N-(3-(piperazin-1-yl)azetidin-1-yl)benzamide